CC1=C(CN(C(C(=O)OCC(F)(F)F)=O)C[C@H](CC)C)C=CC=C1 (S)-2,2,2-trifluoroethyl 2-((2-methylbenzyl)(2-methylbutyl)amino)-2-oxoacetate